N-benzyl-1-((7R,3S)-3-(trifluoromethyl)cyclohexyl)methanamine C(C1=CC=CC=C1)NCC1C[C@H](CCC1)C(F)(F)F